N1CC(OCC1)C1=C(CN2C(NC(C3=C2C=CN3)=O)=C=S)C=CC=C1 1-(2-(morpholin-2-yl)benzyl)-2-thiocarbonyl-1,2,3,5-tetrahydro-4H-pyrrolo[3,2-d]pyrimidin-4-one